4-(4'-benzamidoanilino)-6,7-dimethoxyquinazoline C(C1=CC=CC=C1)(=O)NC1=CC=C(NC2=NC=NC3=CC(=C(C=C23)OC)OC)C=C1